N-{6,7-dimethoxy-1H,2H,3H-cyclopenta[b]quinolin-9-yl}piperidin-3-amine COC=1C(=CC=2C(=C3C(=NC2C1)CCC3)NC3CNCCC3)OC